C(CCC)OC(NS(=O)(=O)C=1SC(=CC1C1=CC(=C(C=C1)CN1C=NC=C1)C#N)CC(C)C)=O ((3-(4-((1H-imidazol-1-yl)methyl)-3-cyanophenyl)-5-isobutylthiophene-2-yl)sulfonyl)carbamic acid butyl ester